C(C1=CC=CC=C1)C=1C=NN(C1)C(=O)N[C@@H]1C(N(C2=C(NC1)C=C(C=C2)OC)C)=O (S)-4-benzyl-N-(8-methoxy-5-methyl-4-oxo-2,3,4,5-tetrahydrobenzo[b][1,4]azazepin-3-yl)-1H-pyrazole-1-carboxamide